CN1N=C2N=CC(=CC2=C1)C1=CC=C2C(=N1)SC(=C2)[C@](O)([2H])C2CCOCC2 (S)-(6-(2-methyl-2H-pyrazolo[3,4-b]pyridin-5-yl)thieno[2,3-b]pyridin-2-yl)(tetrahydro-2H-pyran-4-yl)methan-d-ol